CCO[Si](OC)(OC)CCCOCCC methylpropyl-oxypropyl-trimethoxysilane